tert-butyl 2-(4-((7-hydroxy-3-iodo-5-((methoxycarbonyl)-amino)-1H-pyrazolo[4,3-d]pyrimidin-1-yl)methyl)-3-methoxyphenyl)pyrrolidine-1-carboxylate OC=1C2=C(N=C(N1)NC(=O)OC)C(=NN2CC2=C(C=C(C=C2)C2N(CCC2)C(=O)OC(C)(C)C)OC)I